OC1=C(C=CC(=C1)C(F)(F)F)C1=C(C=C(N=N1)N[C@H]1CN(CCC1)CC(=O)N1CCC(CC1)(C)O)C (R)-2-(3-((6-(2-Hydroxy-4-(trifluoromethyl)phenyl)-5-methylpyridazin-3-yl)amino)piperidin-1-yl)-1-(4-hydroxy-4-methylpiperidin-1-yl)ethan-1-one